OC1=C(C(NC2=CC=CN=C12)=O)C1=C(C=CC=C1)OC 4-hydroxy-3-(2-methoxyphenyl)-1,5-naphthyridin-2(1H)-one